4-(bromomethyl)-3-(2-chlorophenyl)-5-cyclopropylisoxazole BrCC=1C(=NOC1C1CC1)C1=C(C=CC=C1)Cl